F[C@H](C1(COC1)C=1C=C(C=CC1)N1C(C2=CC(=CC(=C2C1)C(F)(F)F)CN1CC(C1)S(=O)(=O)C)=O)C1=NN=CN1C (R)-2-(3-(3-(fluoro(4-methyl-4H-1,2,4-triazol-3-yl)methyl)oxetan-3-yl)phenyl)-6-((3-(methylsulfonyl)azetidin-1-yl)methyl)-4-(trifluoromethyl)isoindolin-1-one